BrC=1C(=C(C(=O)O)C(=C(C1)N(C1CCOCC1)CC)C)Cl 3-bromo-2-chloro-5-(ethyl-(tetrahydro-2H-pyran-4-yl)amino)-6-methylbenzoic acid